C(C1=CC=CC=C1)OC(=O)N[C@H]1C(N(C\C=C/C1)[C@H]1CN(CCC1)C(=O)OC(C)(C)C)=O (R)-tert-Butyl 3-((R,Z)-3-(benzyloxycarbonylamino)-2-oxo-2,3,4,7-tetrahydro-1H-azepin-1-yl)piperidine-1-carboxylate